1-dodecyl-3-methylimidazole hydrogensulfate S(=O)(=O)(O)O.C(CCCCCCCCCCC)N1CN(C=C1)C